[N-]1C(CC2=C1C=CC=C2)=O N-benzopyrrolidone